9-ethyl-6,6-dimethyl-8-[4-(4-morpholinyl)-1-piperidinyl]-11-oxo-6,11-dihydro-5H-benzo[b]carbazole-3-carbonitrile C(C)C1=CC2=C(C(C=3NC4=CC(=CC=C4C3C2=O)C#N)(C)C)C=C1N1CCC(CC1)N1CCOCC1